(S)-3-amino-7-(2-(4-hydroxy-4-methylpiperidin-1-yl)ethoxy)-5-methyl-2,3-dihydrobenzo[b][1,4]oxazepin-4(5H)-one hydrochloride Cl.N[C@@H]1C(N(C2=C(OC1)C=CC(=C2)OCCN2CCC(CC2)(C)O)C)=O